2-methoxy-5-sulfonyl-benzoic acid COC=1C(C(=O)O)=CC(CC1)=S(=O)=O